hexakis[p-(hydroxymethyl)phenoxy]cyclotriphosphazene OCC1=CC=C(OP2(=NP(=NP(=N2)(OC2=CC=C(C=C2)CO)OC2=CC=C(C=C2)CO)(OC2=CC=C(C=C2)CO)OC2=CC=C(C=C2)CO)OC2=CC=C(C=C2)CO)C=C1